1-(pentan-2-yl)-1H-indol CC(CCC)N1C=CC2=CC=CC=C12